diethylaminoethyl methacrylate (diethylaminomethyl methacrylate) C(C)N(CC)CC=C(C(=O)O)C.C(C(=C)C)(=O)OCCN(CC)CC